(Z)-octadec-9-en-1-yl (4R)-4-((3R,10S,13R)-3-methoxy-10,13-dimethylhexadecahydro-1H-cyclopenta[a]phenanthren-17-yl)pentanoate CO[C@@H]1CC[C@@]2(C3CC[C@@]4(C(CCC4C3CCC2C1)[C@@H](CCC(=O)OCCCCCCCC\C=C/CCCCCCCC)C)C)C